FC1=C2CCC[C@]3(NC(OC3)=O)C2=CC=C1 (S)-5-fluoro-3,4-dihydro-2H-spiro[naphthalene-1,4'-oxazolidine]-2'-one